C(C)C1CNC2(CC2)CN1C1=CC=CC(=N1)C1=NC2=CC(=NC=C2C=C1)CNC(C1=CC(=C(C=C1)C)S(=O)(=O)C)=O N-((2-(6-(6-ethyl-4,7-diazaspiro[2.5]octan-7-yl)pyridin-2-yl)-1,6-naphthyridin-7-yl)methyl)-4-methyl-3-(methylsulfonyl)benzamide